FCC1(CC(C(O1)=O)=C)C1=CC=CC=C1 5-(fluoromethyl)-3-methylene-5-phenyldihydrofuran-2(3H)-one